2-methoxy-4-(4-(4-methylpiperazin-1-yl)piperidin-1-yl)aniline tert-butyl-4-(1-methoxy-1,3-dioxopentan-2-yl)piperazine-1-carboxylate C(C)(C)(C)OC(=O)N1CCN(CC1)C(C(=O)OC)C(CC)=O.COC1=C(N)C=CC(=C1)N1CCC(CC1)N1CCN(CC1)C